BrC1=CC=C(OC[C@H]2OC3(CCOC3)COC2)C=C1 (7S)-7-((4-bromophenoxy)methyl)-2,6,9-trioxaspiro[4.5]decane